CC(C(=O)C1=CC=CC=C1)(C#C)C 2,2-dimethyl-1-phenylbut-3-yn-1-one